OC(=O)C(F)(F)F.C1NCC12CC(C2)C(=O)OC methyl 2-azaspiro[3.3]heptane-6-carboxylate TFA salt